butanesulfonic acid triflate OS(=O)(=O)C(F)(F)F.C(CCC)S(=O)(=O)O